C(CCCCCCCC)OB(O)O nonyl-boric acid